2-(4-((3-(4-Chlorophenyl)-2-oxo-2,3-dihydro-1H-imidazol-1-yl)methyl)-2,6-dimethylphenoxy)-2-methylpropanoic acid ClC1=CC=C(C=C1)N1C(N(C=C1)CC1=CC(=C(OC(C(=O)O)(C)C)C(=C1)C)C)=O